C(C=C)(=O)NC=1C=C(C=CC1)C1=C(OC=2N=CN=C(C21)NCCNC(OC(C)(C)C)=O)C2=CC=CC=C2 tert-Butyl [2-({5-[3-(acryloylamino)phenyl]-6-phenylfuro[2,3-d]pyrimidin-4-yl}amino)ethyl]carbamate